CN1C=NC(=C1)C(=O)ON=CC1=CC=C(C=C1)OC 4-Methoxybenzaldehyde-O-(1-methyl-1H-imidazole-4-carbonyl) oxime